C(C)(C)(C)OC(=O)N1CC2=CC=C(C=C2CC1)C1=C(C=C(C=C1)Cl)N1CC(CCC1)N1N=CC(=C1C(F)(F)F)C(=O)OCC 6-(4-chloro-2-{3-[4-(ethoxycarbonyl)-5-(trifluoromethyl)-1H-pyrazol-1-yl]piperidin-1-yl}phenyl)-3,4-dihydroisoquinoline-2(1H)-carboxylic acid tert-butyl ester